CN1C(=NC2=C1C=C(C=C2C2CCN(CC2)C2COC2)C2=CC=C(C=C2)N2CCN(CC2)C2CCOCC2)C2=CC=C(C=C2)S(=O)(=O)C 1-methyl-2-(4-(methylsulfonyl)phenyl)-4-(1-(oxetan-3-yl)piperidin-4-yl)-6-(4-(4-(tetrahydro-2H-pyran-4-yl)piperazin-1-yl)phenyl)-1H-benzo[d]imidazol